L-(+)-asparagine C(C(C(=O)O)N)C(=O)N